4-amino-3-methyl-N-(tetrahydrofuran-3-yl)-N-((5-(trifluoromethyl)pyridin-2-yl)methyl)-1,3-dihydrofuro[3,4-c]quinoline-8-carboxamide NC1=NC=2C=CC(=CC2C2=C1C(OC2)C)C(=O)N(CC2=NC=C(C=C2)C(F)(F)F)C2COCC2